C(C)(C)(C)C=1C(=C(C=C(C1)CCC(=O)OCC(CCCC)CC)N1N=C2C(=N1)C=CC=C2)O 2-(3-t-butyl-5-(2-(2-ethylhexyloxy)carbonylethyl)-2-hydroxyphenyl)-2H-benzotriazole